ClC1=NC(=C2CCOC3=CSC1=C32)C 8-chloro-6-methyl-4,5-dihydro-3-oxa-1-thia-7-azaacenaphthylene